1-[2-(azetidin-1-yl)ethyl]-6-(3-chlorophenyl)-3H-imidazo[4,5-b]pyridin-2-one N1(CCC1)CCN1C(NC2=NC=C(C=C21)C2=CC(=CC=C2)Cl)=O